COC1=C(C=C2C(=NC=NC2=C1)C=1C(=NN(C1)C)C1=CC=CC=C1)NC(=O)N1[C@@H]([C@@H](N(CC1)C)C)C (2R,3S)-N-(7-methoxy-4-(1-methyl-3-phenyl-1H-pyrazol-4-yl)quinazolin-6-yl)-2,3,4-trimethylpiperazine-1-carboxamide